C1(CCCCC1)C(C)(OC(=O)C1C2C3C4C=CC(C3C(C1)C2)C4)C4CCCCC4 8-(1,1-dicyclohexylethoxycarbonyl)-tetracyclo[4.4.0.12,5.17,10]-3-dodecene